BrC1=CC=C(C(=N1)OCC1=C(C=C(C=C1)C(F)F)F)F 6-bromo-2-((4-(difluoromethyl)-2-fluorobenzyl)oxy)-3-fluoropyridine